((cyclopropylmethyl)amino)-6-(3-hydroxyphenyl)-N-methylnicotinamide C1(CC1)CNC1=C(C(=O)NC)C=CC(=N1)C1=CC(=CC=C1)O